NC1=NC=2C=CC(=CC2C2=C1[C@@H](OC2)C)C(=O)N(CC2=NC=C(C=C2)C(F)(F)F)C[C@@H](C)C#N (3S)-4-amino-N-((2R)-2-cyanopropyl)-3-methyl-N-((5-(trifluoromethyl)-2-pyridinyl)methyl)-1,3-dihydrofuro[3,4-c]quinoline-8-carboxamide